ClC=1C=C(C=CC1)SC1=CC(=CC=C1)Cl m-chlorophenyl sulfide